3-[3-(4-{5-[2-(2-hydroxyethoxy)pyrazolo[1,5-a]pyridin-3-ylamino]-2,4-dinitrophenylamino}phenylamino)propyl]-1-methyl-3H-imidazol-1-ium chloride [Cl-].OCCOC1=NN2C(C=CC=C2)=C1NC=1C(=CC(=C(C1)NC1=CC=C(C=C1)NCCCN1C=[N+](C=C1)C)[N+](=O)[O-])[N+](=O)[O-]